ClC=1C=C(C=CC1OC)CCC1=NC2=C(N1C[C@H](C)N1CCOCC1)C=CC(=C2)C=2C(=NOC2C)C 2-[2-(3-chloro-4-methoxyphenyl)ethyl]-5-(3,5-dimethyl-1,2-oxazol-4-yl)-1-[(S)-2-(morpholin-4-yl)propyl]-1H-benzimidazole